(S)-N-(5-cyclopropylpyridin-2-yl)-2-((R)-4,4-difluoro-3-(5-oxo-4,5-dihydropyrazin-2-yl)piperidin-1-yl)propanamide C1(CC1)C=1C=CC(=NC1)NC([C@H](C)N1C[C@@H](C(CC1)(F)F)C=1N=CC(NC1)=O)=O